C(C)(C)(C)C1=C(C=CC(=C1)C(C)(C)C)OP(OC1=C(C=C(C=C1)C(C)(C)C)C(C)(C)C)OC1=C(C=C(C=C1)C(C)(C)C)C(C)(C)C tri[2,4-di-tert-butylphenyl]phosphite